OC=1C=C(C=CC1)C=1C(OC2=CC=C(C=C2C1C)O)C1=CC=C(C=C1)C#CCN1C[C@@H](CC1)C 3-(3-Hydroxyphenyl)-4-methyl-2-{4-[3-((R)-3-methylpyrrolidin-1-yl)prop-1-ynyl]phenyl}-2H-chromen-6-ol